N1N=CC(=C1)C1OCCN(C1)C=1N=C(C=2N=C(N(C(C2N1)=O)C)C)C1=C(C=C(C=C1)Cl)F 6-(2-(1H-pyrazol-4-yl)morpholino)-8-(4-chloro-2-fluorophenyl)-2,3-dimethylpyrimidino[5,4-d]pyrimidin-4(3H)-one